2-methyl-3-[4-methyl-5-(2-methyl-1,3-dioxolan-2-yl)thiophen-2-yl]propanoate CC(C(=O)[O-])CC=1SC(=C(C1)C)C1(OCCO1)C